(1-((4-fluorophenyl)amino)-1-oxohex-2-yl)carbamic acid tert-butyl ester C(C)(C)(C)OC(NC(C(=O)NC1=CC=C(C=C1)F)CCCC)=O